8-{4-[(2S)-2,3-dihydro-1,4-benzodioxin-2-yl]benzyl}-2,8-diazaspiro[4.5]decan-1-one O1[C@H](COC2=C1C=CC=C2)C2=CC=C(CN1CCC3(CCNC3=O)CC1)C=C2